FC1(CCC(CC1)[C@@H](C(=O)N1CCN(CC1)C(=O)C=1N(C2=CC(=CC=C2C1)OC)C)NC(OC(C)(C)C)=O)F (S)-tert-Butyl (1-(4,4-difluorocyclohexyl)-2-(4-(6-methoxy-1-methyl-1H-indole-2-carbonyl)piperazin-1-yl) 2-oxoethyl)carbamate